FC1=CC=C2C(NC(C2=C1)=O)=O 6-fluoroisoindole-1,3-dione